CC1CN(C(N1C=1C=C2CN(C(C2=CC1)=O)C1C(NC(CC1)=O)=O)=O)C1=CC=CC=C1 3-(5-(5-methyl-2-oxo-3-phenylimidazolidin-1-yl)-1-oxoisoindolin-2-yl)piperidine-2,6-dione